β-methyl-β-hydroxybutyrate CC(CC(=O)[O-])(C)O